FC1=C2CCN(CC2=CC=C1)C(=O)C=1C=C(C=CC1)N1C2(OC3=C(C(NC1=O)C2)C=C(C=C3)C3=COC=C3)C 3-(3-(5-fluoro-1,2,3,4-tetrahydroisoquinoline-2-carbonyl)phenyl)-8-(furan-3-yl)-2-methyl-5,6-Dihydro-2H-2,6-methanobenzo[g][1,3,5]oxadiazocin-4(3H)-one